FC1=C(C(=O)N[C@@H](C(=O)N2CCC3(CC2)C(CN(C(C3)=O)C)C3=CC=CC=C3)C(C)C)C=C(C=C1)C(F)(F)F 2-fluoro-N-((2R)-3-methyl-1-(9-methyl-10-oxo-7-phenyl-3,9-diazaspiro[5.5]undec-3-yl)-1-oxobutan-2-yl)-5-(trifluoromethyl)benzamide